8-(1,3-Dimethyl-1H-pyrazol-4-yl)-1-(3-fluoro-5-methyl-sulfonylmethoxypyridin-2-yl)-7-methoxy-3-methyl-1,3-dihydroimidazo-[4,5-c]quinolin-2-one CN1N=C(C(=C1)C1=CC=2C3=C(C=NC2C=C1OC)N(C(N3C3=NC=C(C=C3F)OCS(=O)(=O)C)=O)C)C